C(#N)N1C2C(CC1CC2)NC(=O)C=2C=C1CCN(C1=CC2)C2=NC=CC=N2 endo-N-(7-cyano-7-azabicyclo[2.2.1]heptan-2-yl)-1-(2-pyrimidinyl)-2,3-dihydro-1H-indole-5-carboxamide